BrC1=C(C=C2C(=NC(=NC2=C1F)O)O)F 7-Bromo-6,8-difluoroquinazoline-2,4-diol